2-(4-cyclopropyl-6-methoxypyrimidin-5-yl)-8-({3-fluoro-4-[1-isopropyl-4-(trifluoromethyl)imidazol-2-yl]-5-methoxyphenyl}methyl)pyrido[2,3-d]pyrimidin-7-one C1(CC1)C1=NC=NC(=C1C=1N=CC2=C(N1)N(C(C=C2)=O)CC2=CC(=C(C(=C2)OC)C=2N(C=C(N2)C(F)(F)F)C(C)C)F)OC